ClC(OC1=CC=C(C=C1)NC(C1=CN=C(C(=C1)C1=NNC=C1)N1CCC(CC1)N(C)CC1=CC=C(C=C1)C1C(NC(CC1)=O)=O)=O)(F)F N-(4-(chlorodifluoromethoxy)phenyl)-6-(4-((4-(2,6-dioxopiperidin-3-yl)benzyl)(methyl)amino)piperidin-1-yl)-5-(1H-pyrazol-3-yl)nicotinamide